Methyl (Z)-2,2-dimethyl-4-(non-3-en-1-yl)octadecanoate CC(C(=O)OC)(CC(CCCCCCCCCCCCCC)CC\C=C/CCCCC)C